C(C)(C)(C)OC(=O)N1CCC(CC1)N1C(N(C2=C1C=CC=C2)CC2=CC=C(C=C2)C=2OC(=NN2)C(F)F)=O 4-(3-(4-(5-(Difluoromethyl)-1,3,4-oxadiazol-2-yl)benzyl)-2-oxo-2,3-dihydro-1H-benzo[d]imidazol-1-yl)piperidine-1-carboxylic acid tert-butyl ester